N-(5-(7-(2,6-dichloro-3,5-dimethoxyphenyl)-6-methyl-5-oxo-5,6-dihydro-2,6-naphthyridin-3-yl)-1-(2-methoxyethyl)-1H-pyrazol-4-yl)acrylamide ClC1=C(C(=C(C=C1OC)OC)Cl)C=1N(C(C=2C=C(N=CC2C1)C1=C(C=NN1CCOC)NC(C=C)=O)=O)C